N-(5-bromo-2-fluoropyridin-3-yl)-3-fluoro-5-methyl-1H-pyrrole-2-carboxamide BrC=1C=C(C(=NC1)F)NC(=O)C=1NC(=CC1F)C